C(C)N(S(=O)(=O)NC=1C(=C(C(=O)C2=CNC3=NC=C(C=C32)C=3C=NC(=CC3)N3CCNCC3)C(=CC1)F)F)C 3-[3-[[Ethyl(methyl)sulfamoyl]amino]-2,6-difluoro-benzoyl]-5-(6-piperazin-1-yl-3-pyridyl)-1H-pyrrolo[2,3-b]pyridine